OC=1C=C(CC2=CC=3C(=NOC3C(=O)NC=3SC(=NN3)SC)C=C2)C=CC1OC 5-(3-hydroxy-4-methoxybenzyl)-N-(5-(methylsulfanyl)-1,3,4-thiadiazol-2-yl)benzo[c]isoxazole-3-carboxamide